(3-(tetrahydrofuran-3-yl)phenyl)methanesulfonyl chloride O1CC(CC1)C=1C=C(C=CC1)CS(=O)(=O)Cl